dibenzyl-4-(2-methoxyethoxy)-4-(trifluoromethyl)cyclohexan-1-amine C(C1=CC=CC=C1)C1C(CCC(C1)(C(F)(F)F)OCCOC)(N)CC1=CC=CC=C1